ClC=1C=C2C3=C(NC2=C(C1)C1=CC=C(C=C1)OC1COCC1)C(=NC=C3)C 6-Chloro-1-methyl-8-[4-(tetrahydro-furan-3-yloxy)-phenyl]-9H-pyrido[3,4-b]indole